5-(6-methylpyridazin-3-yl)oxy-1H-benzimidazole CC1=CC=C(N=N1)OC1=CC2=C(NC=N2)C=C1